2-(3-chlorophenyl)-1-methoxypropan-2-amine hydrochloride Cl.ClC=1C=C(C=CC1)C(COC)(C)N